2,2-bis(4-methacroyloxydiethoxyphenyl)propane C(=O)(C(=C)C)OC1=C(C(=C(C=C1)C(C)(C)C1=C(C(=C(C=C1)OC(=O)C(=C)C)OCC)OCC)OCC)OCC